(3R)-N-[2-cyano-4-fluoro-3-({4-oxo-3-[6-(piperazin-1-yl)pyridin-3-yl]quinazolin-6-yl}oxy)phenyl]-3-fluoropyrrolidine-1-sulfonamide C(#N)C1=C(C=CC(=C1OC=1C=C2C(N(C=NC2=CC1)C=1C=NC(=CC1)N1CCNCC1)=O)F)NS(=O)(=O)N1C[C@@H](CC1)F